3-o-methylphenyl-1-methyl-quinazoline-2,4(1H,3H)-dione-7-carboxylic acid CC1=C(C=CC=C1)N1C(N(C2=CC(=CC=C2C1=O)C(=O)O)C)=O